2-(2-fluoro-3,4-dihydroxy-5-methoxyphenyl)-1-(3-methyloxetan-3-yl)-N-(1-methylpiperidin-4-yl)-1H-1,3-benzodiazole-6-carboxamide FC1=C(C=C(C(=C1O)O)OC)C1=NC2=C(N1C1(COC1)C)C=C(C=C2)C(=O)NC2CCN(CC2)C